C(C=C)(=O)OCC(C(C(=O)N1[C@@H](CCCC1)C(=O)O[C@H](CCC1=C(C=C(C(=C1)OC)OC)O)C=1C=C(OCC(=O)O)C=CC1)=O)(C)C 2-(3-((R)-1-(((S)-1-(4-(acryloyloxy)-3,3-dimethyl-2-oxobutanoyl)piperidine-2-carbonyl)oxy)-3-(2-hydroxy-4,5-dimethoxyphenyl)propyl)phenoxy)acetic acid